phenyl-cumyl-ethane C1(=CC=CC=C1)C(C)C(C)(C)C1=CC=CC=C1